N1(CCCCC1)C(=O)C1CC(NCC(NCC(NCC(N2CCC2C(NCC(NCC(NCC(NC(C(NCC(NCC(N1)=O)=O)=O)CC#C)=O)=O)=O)=O)=O)=O)=O)=O 13-(piperidine-1-carbonyl)-22-prop-2-ynyl-1,4,7,10,14,17,20,23,26,29,32-undecazabicyclo[32.2.0]hexatriacontane-2,5,8,11,15,18,21,24,27,30,33-undecone